4-(7-(1H-pyrazol-3-yl)imidazo[5,1-b]thiazol-5-yl)benzoic acid N1N=C(C=C1)C=1N=C(N2C1SC=C2)C2=CC=C(C(=O)O)C=C2